3-(5-(4-(azetidin-3-ylmethyl)piperazin-1-yl)-3-methyl-2-oxo-2,3-dihydro-1H-benzo[d]imidazol-1-yl)piperidine-2,6-dione trifluoroacetate FC(C(=O)O)(F)F.N1CC(C1)CN1CCN(CC1)C1=CC2=C(N(C(N2C)=O)C2C(NC(CC2)=O)=O)C=C1